ClC=1C=C2CCN(C(C2=C(C1)Cl)C)C(=O)[C@H]1CNC[C@H](O1)C (6,8-dichloro-1-methyl-3,4-dihydroisoquinolin-2(1H)-yl)((2R,6R)-6-methylmorpholin-2-yl)methanone